2-chloro-9,10-bis(ethoxycarbonylhexadecyloxy)anthracene ClC1=CC2=C(C3=CC=CC=C3C(=C2C=C1)OCCCCCCCCCCCCCCCCC(=O)OCC)OCCCCCCCCCCCCCCCCC(=O)OCC